O[C@@]1(CC[C@@]2([C@H]3CC[C@@]4([C@H](CC[C@H]4[C@@H]3CC[C@@H]2C1)[C@](C)([C@@H](C)O)O)C)C)C(F)(F)F (2R,3R)-2-((3R,5R,8R,9S,10S,13S,14S,17S)-3-hydroxy-10,13-dimethyl-3-(trifluoromethyl)hexadecahydro-1H-cyclopenta[a]phenanthren-17-yl)butane-2,3-diol